C(C=C)(=O)N1C[C@@H](CCCC1)N1C(=NC2=C1C1=C(C=C2)OCCO1)NC(C1=CC(=NC=C1)C(F)(F)F)=O (R)-N-(1-(1-acryloylazepan-3-yl)-7,8-dihydro-1H-[1,4]dioxino[2',3':3,4]benzo[1,2-d]imidazol-2-yl)-2-(trifluoromethyl)isonicotinamide